1-(azetidin-3-yl)-3-iodo-1H-pyrazolo[3,4-d]Pyrimidine-4-amine N1CC(C1)N1N=C(C=2C1=NC=NC2N)I